C(C)OCC1=CCC(CC1)C(=C)C 1-ethoxymethyl-4-(1-methylvinyl)cyclohexene